triacrylate (triallyl trimellitate) C(C=C)C=1C(=C(C(=C(C1C(=O)O)C(=O)O)CC=C)C(=O)O)CC=C.C(C=C)(=O)O.C(C=C)(=O)O.C(C=C)(=O)O